N=1N(N=C2C1C=CC=C2)C=2C=C(C=C(C2O)C(C)(C)C)CCC(=O)O β-[3-(2H-Benzotriazol-2-yl)-4-hydroxy-5-tert-butylphenyl]propionic acid